C(=O)C1=C(SC=C1)C1=NC=C(C(=N1)C)OC1(CCCCC1)C(=O)[O-] ((2-(3-formylthiophen-2-yl)-4-methylpyrimidin-5-yl)oxy)cyclohexane-1-carboxylate